OCC(CO)OC(CCCCCCCCCCCCCCCCC)=O.N[C@H](C(=O)N)CC=1C(NC2=CC(=C(C=C2C1)OC)C)=O (S)-2-amino-3-(6-methoxy-7-methyl-2-oxo-1,2-dihydroquinolin-3-yl)propanamide 1,3-dihydroxypropan-2-yl-octadecanoate